C(C)OC=1C=C(CN2C[C@@H](N(C[C@H]2C)C2=CC(N(C=3C=CC(=NC23)C#N)C)=O)C)C=CC1 8-((2s,5r)-4-(3-ethoxybenzyl)-2,5-dimethylpiperazin-1-yl)-5-methyl-6-oxo-5,6-dihydro-1,5-naphthyridine-2-carbonitrile